2,6-bis(3-tert-butyl-2-hydroxy-5-methylbenzyl)-4-methylphenol C(C)(C)(C)C=1C(=C(CC2=C(C(=CC(=C2)C)CC2=C(C(=CC(=C2)C)C(C)(C)C)O)O)C=C(C1)C)O